ClC=1C=NC(=C(C(=O)NC2CCC(CC2)CN2C(N(C3=C2C=CC=C3)C=3C=NC(=CC3)N3C(CCCC3)=O)=O)C1)C(F)F 5-chloro-2-(difluoromethyl)-N-((1r,4r)-4-((2-oxo-3-(6-(2-oxopiperidin-1-yl)pyridin-3-yl)-2,3-dihydro-1H-benzo[d]imidazol-1-yl)methyl)cyclohexyl)nicotinamide